n-Decyl(1-ethyloctyl)phthalat C(CCCCCCCCC)C=1C(=C(C(C(=O)[O-])=CC1)C(=O)[O-])C(CCCCCCC)CC